2-(2-(tert-butoxy)ethoxy)-8-((2-fluoro-4-(trifluoromethoxy)phenyl)amino)-7-methyl-3,4-dihydro-2,7-naphthyridine-1,6(2H,7H)-dione C(C)(C)(C)OCCON1C(C2=C(N(C(C=C2CC1)=O)C)NC1=C(C=C(C=C1)OC(F)(F)F)F)=O